COC=1N=C(C(=NC1C=1C2=C(C=NC1)N(C=N2)C)C(=O)N)NC2=CC=C(C=C2)CN2CCN(CC2)C 5-Methoxy-6-(3-methylimidazo[4,5-c]pyridin-7-yl)-3-[4-[(4-methylpiperazin-1-yl)methyl]anilino]pyrazin-2-carboxamid